NC1=C2C(C(=C(NC2=C(C=C1)Cl)NC1=C(C=C(C=C1)Cl)Cl)C(CC(C)C)=O)=O 5-amino-8-chloro-2-((2,4-dichlorophenyl)amino)-3-(3-methylbutanoyl)quinolin-4(1H)-one